(E)-2-oxo-N-(5-styryl-1,2,3,4-tetrahydronaphthalen-1-yl)-6-(trifluoromethyl)-1,2-dihydropyridine-3-carboxamide O=C1NC(=CC=C1C(=O)NC1CCCC2=C(C=CC=C12)\C=C\C1=CC=CC=C1)C(F)(F)F